ClC=1C=C(C#N)C=C(C1)C(CN1CC(C(C1)C)COC1=CC=C(C=C1)S(=O)(=O)C)C 3-chloro-5-(1-{3-[(4-methanesulfonylphenoxy)methyl]-4-methylpyrrolidin-1-yl}propan-2-yl)benzonitrile